CN(C(=O)N1CC=2NC(=NC2C1)C1=NC=CC(=C1)C=1C(=NN(C1)C)C1=NC(=CC=C1)C)C N,N-Dimethyl-2-(4-(1-methyl-3-(6-methylpyridin-2-yl)-1H-pyrazol-4-yl)pyridin-2-yl)-4,6-dihydropyrrolo[3,4-d]imidazol-5(1H)-carboxamide